C(C)(C)(C)OC(=O)NC1C2(CCC(C1)CC2)C(=O)O (tert-Butoxycarbonylamino)bicyclo[2.2.2]octane-1-carboxylic acid